8-(1-bromoethyl)-3,6-dimethyl-chromen-4-one BrC(C)C=1C=C(C=C2C(C(=COC12)C)=O)C